(4-methoxybenzyl)-6-(4-methoxyphenyl)-3-azabicyclo[3.1.0]Hexane COC1=CC=C(CC23CNCC3C2C2=CC=C(C=C2)OC)C=C1